FC1(C(NC2(C1=O)CCCCC2)=O)F 3,3-difluoro-1-azaspiro[4.5]decane-2,4-dione